4-methyl-5-oxopyrrolidine-1,2-dicarboxylate CC1CC(N(C1=O)C(=O)[O-])C(=O)[O-]